2,5-dimethylphenyl borate B(OC1=C(C=CC(=C1)C)C)([O-])[O-]